FC(S(=O)(=O)[O-])(F)F trifluoro-methanesulfonate